C(C)(C)(C)OC(=O)N1CC2(C(C1)O)CCN(CC2)C(=O)OCC2=CC=CC=C2 4-hydroxy-2,8-diazaspiro[4.5]decane-2,8-dicarboxylic acid 8-benzyl 2-(tert-butyl) ester